N1(C=NC=C1)CCSC[C@@H]([C@@H](CSCCN1C=NC=C1)O)O (2R,3S)-1,4-Bis(2-imidazol-1-ylethylsulfanyl)butan-2,3-diol